6-cyclopropyl-8,14-dioxa-4,5,10,19,20-pentaazatetracyclo[13.5.2.12,5.018,21]tricosa-1(20),2(23),3,15(22),16,18(21)-hexaen-9-one C1(CC1)C1N2N=CC(C3=NNC=4C=CC(OCCCNC(OC1)=O)=CC34)=C2